5-(hexyldimethylsilyl)-2-cycloheptylbenzene-1,3-diol C(CCCCC)[Si](C=1C=C(C(=C(C1)O)C1CCCCCC1)O)(C)C